(+-)-2-hydroxyoctanoic acid O[C@@H](C(=O)O)CCCCCC |r|